CC1=C(OCCN2CCOCC2)C(=CC(=C1)C)CC1=C(C=C(C(=C1)F)F)F 4-(2-(2,4-dimethyl-6-(2,4,5-trifluorobenzyl)phenoxy)ethyl)morpholine